(S)-3-(3-chloro-4-fluorophenyl)-1-(1-(6,7-difluoro-2-methyl-1-oxo-1,2-dihydroisoquinolin-4-yl)ethyl)-1-methyl-urea ClC=1C=C(C=CC1F)NC(N(C)[C@@H](C)C1=CN(C(C2=CC(=C(C=C12)F)F)=O)C)=O